CN1CCC(CC1)C(=O)NC1=NC(=CC=C1)C=1C=C2C(=CC=NC2=CC1)NC(C=C)=O 1-methyl-N-{6-[4-(prop-2-enamido)quinolin-6-yl]pyridin-2-yl}piperidine-4-carboxamide